N-acetoxy-1-[9-ethyl-6-(2-methylbenzoyl)-9H-carbazole-3-yl]ethan-1-imine C(C)(=O)ON=C(C)C=1C=CC=2N(C3=CC=C(C=C3C2C1)C(C1=C(C=CC=C1)C)=O)CC